(rac)-6-(1-([1,1'-biphenyl]-4-ylmethyl)-4-fluoro-1H-indole-7-carboxamido)-2-methyl-spiro[3.3]heptane-2-carboxylic acid methyl ester COC(=O)C1(CC2(C1)CC(C2)NC(=O)C=2C=CC(=C1C=CN(C21)CC2=CC=C(C=C2)C2=CC=CC=C2)F)C